BrC1=CC2=C(C(NCC(O2)(C)C)=O)C=C1 8-bromo-2,2-dimethyl-3,4-dihydro-1,4-benzoxazepin-5-one